COC=1C(=C(SC1)NC(OC(C)(C)C)=O)C tert-butyl (4-methoxy-3-methylthiophen-2-yl)carbamate